methyl 2-((4-fluoro-2-methylphenyl)amino)-5-(trifluoro-methyl)-benzoate FC1=CC(=C(C=C1)NC1=C(C(=O)OC)C=C(C=C1)C(F)(F)F)C